COC1=CC=C(C=C1)C(C(NC1=CC=C(C=C1)[Si](C)(C)C)=O)N(C(=O)C1=CC2=C(NC(CO2)=O)C=C1)C N-(1-(4-methoxyphenyl)-2-oxo-2-((4-(trimethylsilyl)phenyl)amino)ethyl)-N-methyl-3-oxo-3,4-dihydro-2H-1,4-benzoxazine-7-carboxamide